COC1=CC=CC=C1C(=O)N 6-methoxybenzamide